FC(S(=O)(=O)OCC(CO[Si](C)(C)C(C)(C)C)(F)F)(F)F 3-((tert-butyldimethyl silyl)oxy)-2,2-difluoropropyl trifluoromethanesulfonate